N(=NC=CC)C=CC 2,2'-[azobis(1-methylethylene)]